N-(3-(6-amino-2-fluoro-8-((6-iodo-3-oxo-2,3-dihydro-1H-inden-5-yl)methyl)-9H-purin-9-yl)propyl)-2-methylpropane-2-sulfinamide NC1=C2N=C(N(C2=NC(=N1)F)CCCNS(=O)C(C)(C)C)CC=1C=C2C(CCC2=CC1I)=O